C1OCC12CC(C2)C(=O)N2CC=1N=C(SC1C2)NC(=O)C=2C=NC(=CC2C2=CC(=NC=C2OC)Cl)C N-(5-(2-oxaspiro[3.3]heptane-6-carbonyl)-5,6-dihydro-4H-pyrrolo[3,4-d]thiazol-2-yl)-2'-chloro-5'-methoxy-6-methyl-[4,4'-bipyridine]-3-carboxamide